NC=1C2=C(N=CN1)N(C=C2C#N)[C@@H]2O[C@@H]([C@H]([C@H]2O)O)CSCC=2C(=NOC2C2=CC=CC=C2)C 4-Amino-7-((2R,3R,4S,5S)-3,4-dihydroxy-5-((((3-methyl-5-phenylisoxazol-4-yl)methyl)thio)methyl)tetrahydrofuran-2-yl)-7H-pyrrolo[2,3-d]pyrimidine-5-carbonitrile